(2S,4R)-4-hydroxy-1-[(2S)-3-methyl-2-[3-[(3R)-3-methylpiperazin-1-yl]isoxazol-5-yl]butanoyl]-N-[(1S)-1-[4-(4-methylthiazol-5-yl)phenyl]ethyl]pyrrolidine-2-carboxamide O[C@@H]1C[C@H](N(C1)C([C@@H](C(C)C)C1=CC(=NO1)N1C[C@H](NCC1)C)=O)C(=O)N[C@@H](C)C1=CC=C(C=C1)C1=C(N=CS1)C